NCCN1C(C=2N(CC1)C(=C(C2)C(=O)OCC)C)=O Ethyl 2-(2-aminoethyl)-6-methyl-1-oxo-3,4-dihydropyrrolo[1,2-a]pyrazine-7-carboxylate